N1=C2N(C(=C1)C1=CC=C(S1)C(C)NC1=NC(=NC3=CC(=C(C=C13)OC)OC)C)CCC2 N-{1-[5-(6,7-dihydro-5H-pyrrolo[1,2-a]imidazol-3-yl)thiophen-2-yl]ethyl}-6,7-dimethoxy-2-methylquinazolin-4-amine